N-(3-Ethoxy-5-{6-[2-(7-fluoro-4-methoxy-2-methyl-indol-1-yl)-ethylamino]-pyrimidin-4-yl}-thiophen-2-carbonyl)-methansulfonamid C(C)OC1=C(SC(=C1)C1=NC=NC(=C1)NCCN1C(=CC2=C(C=CC(=C12)F)OC)C)C(=O)NS(=O)(=O)C